3-(((6-(trifluoromethyl)pyridin-3-yl)oxy)methyl)cyclobutan-1-amine FC(C1=CC=C(C=N1)OCC1CC(C1)N)(F)F